1-ethyl-4,5,6,7-tetrahydro-1H-benzotriazol-5-ylamine C(C)N1N=NC2=C1CCC(C2)N